6-Chloro-5-cyano-4-[[3-(4-methoxy-3-methyl-4-oxo-butyl)-1-methyl-2-oxo-benzimidazol-5-yl]amino]pyridine-2-carboxylic acid ClC1=C(C(=CC(=N1)C(=O)O)NC1=CC2=C(N(C(N2CCC(C(=O)OC)C)=O)C)C=C1)C#N